2-chloro-N-(3-((3-(2-fluorophenyl)-5-methyl-5,6-dihydropyrrolo[3,4-c]pyrazol-2(4H)-yl)methyl)phenyl)-6-methylpyridin ClC1N(C(=CC=C1)C)C1=CC(=CC=C1)CN1N=C2C(=C1C1=C(C=CC=C1)F)CN(C2)C